ClC1=CC2=C(NC=N2)C=C1F 5-chloro-6-fluoro-1H-1,3-benzodiazol